hydroxymethyl-aminomethyl-uridine OC[C@@]1([C@@](O[C@@H]([C@H]1O)CO)(N1C(=O)NC(=O)C=C1)CN)O